OC1CCC2=C(C(=CC=C12)[N+](=O)[O-])OC=1C=C2CN(C(C2=CC1)=O)C 5-[(1-Hydroxy-5-nitro-2,3-dihydro-1H-inden-4-yl)oxy]-2-methyl-3H-isoindol-1-one